acetic acid 3-(2-acetamido ethyl)-1H-indol-6-yl ester C(C)(=O)NCCC1=CNC2=CC(=CC=C12)OC(C)=O